(1S,4S,6R)-6-(4-bromophenyl)-2-azabicyclo[2.2.1]heptan-3-one BrC1=CC=C(C=C1)[C@H]1C[C@@H]2C(N[C@H]1C2)=O